IC1=CN(C=2N=CN=C(C21)N)C2CCNCC2 5-Iodo-7-(piperidin-4-yl)-7H-pyrrolo[2,3-d]pyrimidin-4-amine